2,4-difluoro-N-(2-methoxy-5-(5-(piperazine-1-yl)-1,8-naphthyridine-3-yl)pyridine-3-yl)benzenesulfonamide trifluoroacetate FC(C(=O)O)(F)F.FC1=C(C=CC(=C1)F)S(=O)(=O)NC=1C(=NC=C(C1)C=1C=NC2=NC=CC(=C2C1)N1CCNCC1)OC